N4-(5-amino-2-fluorophenyl)-5-[3-fluoro-4-(morpholin-4-yl)phenyl]-N2-(1-methyl-1H-pyrazol-4-yl)pyrimidine-2,4-diamine NC=1C=CC(=C(C1)NC1=NC(=NC=C1C1=CC(=C(C=C1)N1CCOCC1)F)NC=1C=NN(C1)C)F